5-(5-((3-(bis(3-hydroxypropyl)amino)azetidin-1-yl)sulfonyl)-2-ethoxyphenyl)-1-methyl-3-propyl-1,6-dihydro-7H-pyrazolo[4,3-d]pyrimidin-7-one OCCCN(C1CN(C1)S(=O)(=O)C=1C=CC(=C(C1)C=1NC(C2=C(N1)C(=NN2C)CCC)=O)OCC)CCCO